(R)-7-formyl-N-(4-((1-methoxypropane-2-yl)amino)-5-(pyridin-3-ylethynyl)pyridin-2-yl)-3,4-dihydro-1,8-naphthyridine-1(2H)-carboxamide C(=O)C1=CC=C2CCCN(C2=N1)C(=O)NC1=NC=C(C(=C1)N[C@@H](COC)C)C#CC=1C=NC=CC1